6,7-dimethoxy-N-(propan-2-yl)-1H,2H,3H-cyclopenta[b]quinolin-9-amine COC=1C(=CC=2C(=C3C(=NC2C1)CCC3)NC(C)C)OC